O1C[C@H](CC12CCNCC2)NCC(COC2=C(C=CC=C2)S(=O)(=O)N)O 3-((S)-1-oxa-8-azaspiro[4.5]dec-3-ylamino)-2-hydroxypropoxy-benzenesulfonamide